CN(C(OC(C)(C)C)=O)C1CC(C1)CO tert-butyl N-methyl-N-[(1s,3s)-3-(hydroxymethyl)cyclobutyl]carbamate